ClC1=C(C=CC=C1C1=NN2C(C(N(C(=C2)CC)C[C@H]2NC(CC2)=O)=O)=C1)C1=C(C(=CC=C1)C1=NN2C(C(N(C(=C2)CC)C[C@H]2NC(CC2)=O)=O)=C1)Cl 2,2'-(2,2'-dichloro-[1,1'-biphenyl]-3,3'-diyl)bis(6-ethyl-5-(((S)-5-oxopyrrolidin-2-yl)methyl)pyrazolo[1,5-a]pyrazin-4(5H)-one)